P(=O)(O)(O)OC[C@H](N)[C@H](O)\C=C\CCCCCCCCCCCCC sphingosin e-1-phosphate